ClC1=C(C=CC2=C1C(=N[C@H](C=1N2N=C(N1)C=1OC(=NN1)C)C)C1=NC=CC=C1F)C(F)(F)F 2-[(4S)-7-chloro-6-(3-fluoro-2-pyridinyl)-4-methyl-8-(trifluoromethyl)-4H-[1,2,4]triazolo[1,5-a][1,4]benzodiazepine-2-Yl]-5-methyl-1,3,4-oxadiazole